(R)-2-chloro-N-(1-(2-hydroxyphenyl)naphthalen-2-yl)benzamide ClC1=C(C(=O)NC2=C(C3=CC=CC=C3C=C2)C2=C(C=CC=C2)O)C=CC=C1